N=1CCOC=C2C=NC=3C=CC=CC3C21 2,3-dihydro-[1,4]oxazepino[6,5-c]quinoline